4-(2-(3-nitro-5-(trifluoromethyl)phenoxy)ethyl)morpholine 3-iodopropyl-acrylate ICCCOC(C=C)=O.[N+](=O)([O-])C=1C=C(OCCN2CCOCC2)C=C(C1)C(F)(F)F